2-(2-{3-[(4-methanesulfonyl-2-methoxyphenyl)amino]prop-1-yn-1-yl}-4-{[(1R,4R)-4-(morpholin-4-yl)cyclohexyl]amino}-1H-indol-1-yl)acetonitrile CS(=O)(=O)C1=CC(=C(C=C1)NCC#CC=1N(C2=CC=CC(=C2C1)NC1CCC(CC1)N1CCOCC1)CC#N)OC